4-(fluoromethylene)-3-methylpiperidine-1,3-dicarboxylic acid-1-tert-butyl ester C(C)(C)(C)OC(=O)N1CC(C(CC1)=CF)(C(=O)O)C